5-(3-chloro-8-((1S,2S)-2-(3,3-dimethyl-2-oxo-1-(2,2,2-trifluoroethyl)indolin-6-yl)cyclopropyl)imidazo[1,2-b]pyridazin-6-yl)pyrimidine-2,4(1H,3H)-dione ClC1=CN=C2N1N=C(C=C2[C@@H]2[C@H](C2)C2=CC=C1C(C(N(C1=C2)CC(F)(F)F)=O)(C)C)C=2C(NC(NC2)=O)=O